1-butyl-2,3-diethylimidazolium C(CCC)N1C(=[N+](C=C1)CC)CC